FC1=C(COP(O)(O)=O)C(=C(C(=C1F)F)F)F 2,3,4,5,6-pentafluorobenzylphosphoric acid